3-((4-(dodecyloxy)-2,3-difluorophenyl)sulfonyl)-4-(4-(4-methylpiperazin-1-yl)-[1,4'-bipiperidin]-1'-yl)-6-(methylsulfinyl)quinoline C(CCCCCCCCCCC)OC1=C(C(=C(C=C1)S(=O)(=O)C=1C=NC2=CC=C(C=C2C1N1CCC(CC1)N1CCC(CC1)N1CCN(CC1)C)S(=O)C)F)F